C1(=CC=CC=C1)CCC(C(=O)O)OC1=CC=C(C=C1)C(C=CC1=CC=CC=C1)=O 4-Phenyl-2-[4-(3-phenylprop-2-enoyl)phenoxy]butanoic acid